6'-{1-[2-hydroxy-5-(methoxycarbonyl)phenyl]-1H-1,2,3-triazol-4-yl}-[3,3'-bipyridine] OC1=C(C=C(C=C1)C(=O)OC)N1N=NC(=C1)C1=CC=C(C=N1)C=1C=NC=CC1